ethyl 2-formyl-4-methyl-1-((2-(trimethylsilyl)ethoxy)methyl)-1H-pyrrole-3-carboxylate C(=O)C=1N(C=C(C1C(=O)OCC)C)COCC[Si](C)(C)C